C(C)(C)(C)OC(=O)NC(C(=O)O)CCC1=C(C=C(C(=C1)F)F)F (tert-butoxycarbonylamino)-4-(2,4,5-trifluorophenyl)butanoic acid